CN1CCC(CC1)C=1C=CC(=NC1)C1=NC(=NC=C1)N (5-(1-methylpiperidine-4-yl)pyridine-2-yl)pyrimidine-2-amine